Heptadecan-9-yl 8-{[3-(ethylsulfamoyl)propyl][8-oxo-8-(undecan-3-yloxy)octyl]amino}octanoate C(C)NS(=O)(=O)CCCN(CCCCCCCC(=O)OC(CCCCCCCC)CCCCCCCC)CCCCCCCC(OC(CC)CCCCCCCC)=O